C1(CC1)C1=NC=C(C=N1)C(C)O 1-(2-Cyclopropylpyrimidin-5-yl)-ethan-1-ol